6-(chloromethyl)-1-[(4-methoxyphenyl)methyl]benzo[cd]indol ClCC=1C=2C3=C(CN(C3=CC1)CC1=CC=C(C=C1)OC)C=CC2